N-[(1S,3R)-3-[3-(difluoromethoxy)-1,2,4-triazol-1-yl]cyclohexyl]-4-(oxetan-3-yloxy)-5-(trifluoromethyl)pyrimidin-2-amine FC(OC1=NN(C=N1)[C@H]1C[C@H](CCC1)NC1=NC=C(C(=N1)OC1COC1)C(F)(F)F)F